N-[(1S,2S)-2-hydroxycyclohexyl]-4-methyl-3-{[(2-phenylpyrimidin-5-yl)methyl]amino}benzamide O[C@@H]1[C@H](CCCC1)NC(C1=CC(=C(C=C1)C)NCC=1C=NC(=NC1)C1=CC=CC=C1)=O